trinonyl 1,3,5-benzenetricarboxylate C1(=CC(=CC(=C1)C(=O)OCCCCCCCCC)C(=O)OCCCCCCCCC)C(=O)OCCCCCCCCC